ClC1=CC(=C(C(=C1)C)CC(=O)NC1(CCC(CC1)(OC)OC)C(=O)OC)C methyl 1-{[(4-chloro-2,6-dimethylphenyl)acetyl] amino}-4,4-dimethoxycyclohexanecarboxylate